N-Methyl-2,2-difluorobutanamide CNC(C(CC)(F)F)=O